N-[2-hydroxy-3-[[rac-(2S)-2-amino-5-guanidino-pentanoyl]amino]propyl]benzamide OC(CNC(C1=CC=CC=C1)=O)CNC([C@H](CCCNC(=N)N)N)=O |r|